C(C)OC(=O)C=1C=C(NC1C1=CC=C(C=C1)[N+](=O)[O-])C1=CC=C(C=C1)C(C)(C)C (4-(tert-butyl)phenyl)-5-(4-nitrophenyl)Azole-4-carboxylic acid ethyl ester